3-amino-4-methoxyphenylacetic acid NC=1C=C(C=CC1OC)CC(=O)O